trans-4-[(3-hydroxycyclobutyl)amino]-1-methyl-6-nitro-quinolin-2-one O[C@@H]1C[C@H](C1)NC1=CC(N(C2=CC=C(C=C12)[N+](=O)[O-])C)=O